N-[4-(4,5-difluoro-1,3-benzooxazol-2-yl)phenyl]tetrahydrofuran-3-carboxamide FC1=C(C=CC2=C1N=C(O2)C2=CC=C(C=C2)NC(=O)C2COCC2)F